FC1(CNCC[C@@H]1C1=CC=C2C(=NN(C2=C1)C)N1C(NC(CC1)=O)=O)F (R)-1-(6-(3,3-difluoropiperidin-4-yl)-1-methyl-1H-indazol-3-yl)dihydropyrimidine-2,4(1H,3H)-dione